methyl (S)-2-amino-3-((3S,4R)-2-oxo-4-vinylpyrrolidin-3-yl)propanoate hydrochloride Cl.N[C@H](C(=O)OC)C[C@@H]1C(NC[C@@H]1C=C)=O